[O].[N].[N].[Mg].[Mg] Magnesium magnesium nitrogen nitrogen oxygen